FC1(CN(C2(CN(C2)C2=C3C(=NC=NC3=CC=C2OC([2H])([2H])[2H])N)C1)C)F 5-(7,7-difluoro-5-methyl-2,5-diazaspiro[3.4]oct-2-yl)-6-(methoxy-d3)quinazolin-4-amine